6-chloro-N-[5-(2,2-difluoroethyl)-4-methoxy-pyrimidin-2-yl]-7-imidazol-1-yl-1H-indole-3-sulfonamide ClC1=CC=C2C(=CNC2=C1N1C=NC=C1)S(=O)(=O)NC1=NC=C(C(=N1)OC)CC(F)F